CC1=C2C(=CNC2=C(C=C1)[N+](=O)[O-])C=O 4-METHYL-7-NITRO-1H-INDOLE-3-CARBALDEHYDE